(S)-2-(((benzyloxy)carbonyl)amino)-4-((4-bromo-2-nitrophenyl)(3-((1-(tert-butoxycarbonyl)azetidine-3-yl)oxy)propyl)amino)butanoic acid C(C1=CC=CC=C1)OC(=O)N[C@H](C(=O)O)CCN(CCCOC1CN(C1)C(=O)OC(C)(C)C)C1=C(C=C(C=C1)Br)[N+](=O)[O-]